CN1N=CC=2N=CN=C(C21)N[C@H](C(=O)O)CCN(CCCCC2=NC=1NCCCC1C=C2)CCOC=2C(=NC=CC2)C (S)-2-((1-methyl-1H-pyrazolo[4,3-d]pyrimidin-7-yl)amino)-4-((2-((2-methylpyridin-3-yl)oxy)ethyl)(4-(5,6,7,8-tetrahydro-1,8-naphthyridin-2-yl)butyl)amino)butanoic acid